S(=O)(=O)(OC[C@H]([C@H]([C@@H]([C@H](C(=O)NCCCC)O)O)O)O)[O-].[Na+] Sodium (2R,3R,4S,5R)-6-(butylamino)-2,3,4,5-tetrahydroxy-6-oxohexyl sulfate